C(C)(C)(C)OC(=O)N1C[C@H](NCC1)C1=CC=C(C=C1)C(=O)OC.COC(=O)C1=CC=C(C=C1)[C@H]1CN(CCN1)C(=O)OC(C)(C)C |&1:9| (S)-tert-butyl 3-(4-(methoxycarbonyl)phenyl)piperazine-1-carboxylate Racemic-tert-butyl-3-(4-(methoxycarbonyl)phenyl)piperazine-1-carboxylate